CC(C)CON\C=N\OCC(C)C (E)-N,N'-bis(propan-2-yl)methoxy-formamidine